N-(3-((2,2-dimethyloxetan-3-yl)oxy)-1-(methyl-d3)-1H-pyrazol-4-yl)formamide CC1(OCC1OC1=NN(C=C1NC=O)C([2H])([2H])[2H])C